O=C1N(C(C2=CC=CC=C12)=O)C[C@H]1N(CCC2=CC=CC(=C12)OCC1=CC2=C(N(N=N2)C)C=C1)C(=O)[C@H]1[C@H](CCCC1)C(=O)O (1S,2R)-2-((S)-1-((1,3-Dioxoisoindolin-2-yl)methyl)-8-((1-methyl-1H-benzo[d][1,2,3]triazol-5-yl)methoxy)-1,2,3,4-tetrahydroisoquinoline-2-carbonyl)cyclohexane-1-carboxylic acid